O=C1N(C(C2=CC=CC=C12)=O)NC(=O)C1=C(OC2CN(C2)C(=O)[O-])C=CC=C1 3-(2-((1,3-dioxoisoindolin-2-yl)carbamoyl)phenoxy)azetidine-1-carboxylate